The molecule is the arenesulfonic acid that is benzenesulfonic acid with two nitro substituents in the 2- and 4-positions. It is an arenesulfonic acid and a C-nitro compound. It is a conjugate acid of a 2,4-dinitrobenzenesulfonate. C1=CC(=C(C=C1[N+](=O)[O-])[N+](=O)[O-])S(=O)(=O)O